FC=1C=C(C(=O)N)C=CC1CS(NC1=C(C(=C(C=C1F)OC1=NC=CC=C1C1=NC(=NC=C1)N[C@@H]1CNC[C@H](C1)F)F)F)(=O)=O 3-fluoro-4-[[2,3,6-trifluoro-4-[[3-[2-[[(3S,5S)-5-fluoro-3-piperidyl]amino]pyrimidin-4-yl]-2-pyridyl]oxy]phenyl]sulfamoyl-methyl]benzamide